C(COCCOCCOCCO)O Tetraethylene Glycol